5-(1-(4-ethylphenyl)-1H-pyrazol-4-yl)-1H-indol C(C)C1=CC=C(C=C1)N1N=CC(=C1)C=1C=C2C=CNC2=CC1